psicose 6-phosphate P(=O)(O)(O)OC[C@H]([C@H]([C@H](C(CO)=O)O)O)O